CC1N(C(CNC1)C)CC1=C2C(N(C(C2=CC=C1)=O)C1C(NC(CC1)=O)=O)=O 4-((2,6-dimethylpiperazin-1-yl)methyl)-2-(2,6-dioxopiperidin-3-yl)isoindoline-1,3-dione